O.[N+](=O)([O-])C1=C(C=CC=C1)S(=O)(=O)[O-].[Na+] sodium nitrobenzenesulfonate hydrate